CS(=O)(=O)NC(=O)Cl (methylsulfonyl)carbamic chloride